C(#N)[C@H]1N(C[C@H](C1)F)C(CN1C[C@H](CC1)C=1OC2=C(C1C(=O)N)C=CC(=C2)F)=O ((S)-1-(2-((2S,4S)-2-cyano-4-fluoropyrrolidin-1-yl)-2-oxoethyl)pyrrolidin-3-yl)-6-fluorobenzofuran-3-carboxamide